ethyl 2-(3-{[(tert-butoxy) carbonyl]amino}bicyclo[1.1.1]pentan-1-yl)acetate C(C)(C)(C)OC(=O)NC12CC(C1)(C2)CC(=O)OCC